tert-butyl (1-(3-(5-chloro-2-(((3S,4R)-3-hydroxytetrahydro-2H-pyran-4-yl)amino)pyrimidin-4-yl)pyrazolo[1,5-a]pyridin-6-yl)-4-methylpiperidin-4-yl)carbamate ClC=1C(=NC(=NC1)N[C@H]1[C@@H](COCC1)O)C=1C=NN2C1C=CC(=C2)N2CCC(CC2)(C)NC(OC(C)(C)C)=O